bromo-cetylpyridine BrC=1C(=NC=CC1)CCCCCCCCCCCCCCCC